FC(C(C(C(F)(F)F)(F)F)(F)F)(S(=O)(=O)[O-])F.[K+] Potassium 1,1,2,2,3,3,4,4,4-nonafluorobutane-1-sulfonate